2-cyanopyridine-5-yl 2,4,6-tri-O-acetyl-3-deoxy-3-[4-(3,4,5-trifluorophenyl)-1H-1,2,3-triazol-1-yl]-1-thio-α-D-galactopyranoside C(C)(=O)O[C@H]1[C@@H](SC=2C=CC(=NC2)C#N)O[C@@H]([C@@H]([C@@H]1N1N=NC(=C1)C1=CC(=C(C(=C1)F)F)F)OC(C)=O)COC(C)=O